Cl.C(C)(=O)N1CCN(CC1)C1=CC=C(C=N1)C=1C=2N(C=C(N1)C1=CC=C(C=C1)N1CCNCC1)N=CC2C#N 4-[6-(4-acetylpiperazin-1-yl)-3-pyridyl]-6-(4-piperazin-1-ylphenyl)pyrazolo[1,5-a]pyrazine-3-carbonitrile hydrochloric acid salt